(2e,13z,16z)-docosa-2,13,16-trienoic acid ethyl ester C(C)OC(\C=C\CCCCCCCCC\C=C/C\C=C/CCCCC)=O